ClC=1C=CC2=C(C[C@@H](CC=3N2C(=NN3)[C@@H]3CC[C@H](CC3)OC3=NC=CC=C3)NC(C)C)C1 (5S)-8-chloro-N-(propan-2-yl)-1-[trans-4-(pyridin-2-yloxy)cyclohexyl]-5,6-dihydro-4H-[1,2,4]triazolo[4,3-a][1]benzazepin-5-amine